(2R,3R,4R,5S)-5-amino-2-(hydroxymethyl)tetrahydro-2H-pyran-3,4-diol hydrochloride salt Cl.N[C@@H]1[C@H]([C@H]([C@H](OC1)CO)O)O